C(CCCCCCCCCCC\C=C/CCCCCCCC)(=O)OCCCCCC(OC(NCCCN(CCCCN(C)C)C)=O)CCCCCOC(CCCCCCCCCCC\C=C/CCCCCCCC)=O [3-(dimethylamino) propyl]-6-(5-{[(13Z)-1-oxodocos-13-enyl] oxy} pentyl)-13-methyl-8-oxo-9,13-diaza-7-oxatetradec-1-yl (13Z)-docos-13-enoate